O1C=C(SC=C1)C(=O)N 1,4-OXATHIIN-3-CARBOXAMIDE